1-phenyl-1-(4-methylphenyl)-2-propen-1-ol C1(=CC=CC=C1)C(C=C)(O)C1=CC=C(C=C1)C